N-butyl-1,1,1-trifluoromethylsulfonamide C(CCC)NS(=O)(=O)C(F)(F)F